6-(4-(4-fluorophenyl)-1-(3-hydroxybutyl)-1H-imidazol-5-yl)imidazo[1,2-a]pyridine-3-carbonitrile FC1=CC=C(C=C1)C=1N=CN(C1C=1C=CC=2N(C1)C(=CN2)C#N)CCC(C)O